BrC1=C(C=C(OC2=NC=C(C=C2F)Cl)C=C1)F 2-(4-bromo-3-fluorophenoxy)-5-chloro-3-fluoropyridine